Triethylammonium 4-{[4-{[bis(4-methoxyphenyl)(phenyl)methoxy]methyl}-1-(6-{[(cholest-5-en-3-yloxy)carbonyl]amino}hexanoyl)piperidin-4-yl]methoxyl}-4-oxobutanoate COC1=CC=C(C=C1)C(OCC1(CCN(CC1)C(CCCCCNC(=O)OC1CC2=CC[C@H]3[C@@H]4CC[C@H]([C@@H](CCCC(C)C)C)[C@]4(CC[C@@H]3[C@]2(CC1)C)C)=O)COC(CCC(=O)[O-])=O)(C1=CC=CC=C1)C1=CC=C(C=C1)OC.C(C)[NH+](CC)CC